(3R)-3-[4-(1H-Pyrrolo[2,3-b]pyridin-4-yl)-1H-pyrazol-1-yl]butanenitrile trifluoroacetate salt FC(C(=O)O)(F)F.N1C=CC=2C1=NC=CC2C=2C=NN(C2)[C@@H](CC#N)C